1-(1H-imidazol-4-yl)-N,N-dimethyl-methanamine N1C=NC(=C1)CN(C)C